NCC1CC(N(C1C1=C(C=CC(=C1)F)Cl)CC1=CC=C(C=C1)OC)=O 4-(aminomethyl)-5-(2-chloro-5-fluorophenyl)-1-[(4-methoxyphenyl)methyl]pyrrolidin-2-one